(R)-5-(2-ethoxy-3-pyridinyl)-3-methyl-N-[(2-methyloxazol-4-yl)methyl]-1-[1-methylpropyl]pyrazolo[4,3-b]pyridin-7-amine C(C)OC1=NC=CC=C1C1=CC(=C2C(=N1)C(=NN2[C@@H](CC)C)C)NCC=2N=C(OC2)C